C(C1=CC=CC=C1)N1CCC(CC1)CCNC(=O)C1=CN=C(S1)Br N-(2-(1-benzylpiperidin-4-yl)ethyl)-2-bromothiazole-5-carboxamide